N-(methoxymethyl)cyclopropanecarboxamide COCNC(=O)C1CC1